COC([C@@H](CSSC[C@H](C(=O)O)N)N)=O d-cystine methyl ester